tert-butyl 4-[[2-(2,6-dioxo-3-piperidyl)-1,3-dioxo-isoindolin-4-yl]methyl]piperazine-1-carboxylate O=C1NC(CCC1N1C(C2=CC=CC(=C2C1=O)CN1CCN(CC1)C(=O)OC(C)(C)C)=O)=O